N-hexylpyridine bromide salt [Br-].C(CCCCC)N1CC=CC=C1